OCC1=CN=C2C=C(C(NC2=C1)=O)OC 7-(Hydroxymethyl)-3-methoxy-1,5-naphthyridin-2(1H)-one